(S)-tert-Butyl 2-(2-((benzyloxy)carbonyl)hydrazinecarbonyl)-5-oxopyrrolidine-1-carboxylate C(C1=CC=CC=C1)OC(=O)NNC(=O)[C@H]1N(C(CC1)=O)C(=O)OC(C)(C)C